CP(=O)(C)C=1C=C(COC=2C(=NC=C(C2)F)C2=CC(=CN2C)C(=O)NC2=CC(=CC=C2)NS(=O)(=O)C)C=C(C1)F 5-(3-((3-(dimethylphosphoryl)-5-fluorobenzyl)oxy)-5-fluoropyridin-2-yl)-1-methyl-N-(3-(methylsulfonamido)phenyl)-1H-pyrrole-3-carboxamide